(R)-5-methyl-2-(6-methyl-1-((1-methylpiperidin-3-yl)amino)pyrrolo[1,2-d][1,2,4]triazin-4-yl)phenol CC=1C=CC(=C(C1)O)C1=NN=C(C=2N1C(=CC2)C)N[C@H]2CN(CCC2)C